methyl-4-(bromomethyl)-6-methoxynicotinic acid CC1=C(C(=O)O)C(=CC(=N1)OC)CBr